1,2,3,4-butanetetracarboxylic acid tetra(2-methylcyclohexylamide) CC1C(CCCC1)NC(=O)CC(C(CC(=O)NC1C(CCCC1)C)C(=O)NC1C(CCCC1)C)C(=O)NC1C(CCCC1)C